Cl.Cl.C(C)(C)(C)[C@@H]1CC[C@H](CC1)C=1C=C(C=CC1O[C@@H]1CNCC1)C(=O)N1CCC(CC1)OC1=CC(=CC(=C1)N1CCNCC1)F trans-(S)-(3-(4-(tert-butyl)cyclohexyl)-4-(pyrrolidin-3-yloxy)phenyl)(4-(3-fluoro-5-(piperazin-1-yl)phenoxy)piperidin-1-yl)methanone dihydrochloride